N1=C(C=CC=C1)C(C)=O pyridin-2-yl-ethan-1-one